(S)-(5-(2-butoxy)-4-nitro-1H-pyrazol-1-yl)methanol C[C@@H](CC)OC1=C(C=NN1CO)[N+](=O)[O-]